[Cu].[W].[Au] gold tungsten-copper